N-[[4,4-difluoro-5-methyl-1-[2-[6-(trifluoromethyl)imidazo[1,2-a]pyridin-3-yl]pyrimidin-4-yl]-3-piperidinyl]methyl]methanesulfonamide FC1(C(CN(CC1C)C1=NC(=NC=C1)C1=CN=C2N1C=C(C=C2)C(F)(F)F)CNS(=O)(=O)C)F